(R)-6-(3,6-dihydro-2H-thiopyran-4-yl)-4-((1-(2-fluoro-3-(trifluoromethyl)phenyl)ethyl)amino)-2,7-dimethylpyrido[3,4-d]pyrimidin-8(7H)-one S1CCC(=CC1)C1=CC2=C(N=C(N=C2N[C@H](C)C2=C(C(=CC=C2)C(F)(F)F)F)C)C(N1C)=O